3-(2,2-dimethylchroman-6-yl)azetidine-1-carboxylic acid tert-butyl ester C(C)(C)(C)OC(=O)N1CC(C1)C=1C=C2CCC(OC2=CC1)(C)C